tert-Butyl {(3S)-1-[3-({[6-(2,6-difluorophenyl)-5-fluoropyridin-2-yl]carbonyl}amino)-6,7-dihydro-5H-cyclopenta[b]pyridin-4-yl]piperidin-3-yl}carbamate FC1=C(C(=CC=C1)F)C1=C(C=CC(=N1)C(=O)NC=1C(=C2C(=NC1)CCC2)N2C[C@H](CCC2)NC(OC(C)(C)C)=O)F